[Li].C(C)NCC diethylamine lithium salt